N-(naphthalen-2-yl)-10,11-dihydrospiro[dibenzo[a,d][7]annulene-5,9'-fluoren]-2'-amine C1=C(C=CC2=CC=CC=C12)NC1=CC=2C3(C4=CC=CC=C4C2C=C1)C1=C(CCC2=C3C=CC=C2)C=CC=C1